ClC1=C(C(=O)N(C)C)C=CC(=C1)NC1CN(C1)C1CC2(CN(C2)C(C(C(F)(F)F)(C2=CC=CC=C2)O)=O)C1 2-chloro-N,N-dimethyl-4-(1-(2-(3,3,3-trifluoro-2-hydroxy-2-phenylpropanoyl)-2-azaspiro[3.3]heptan-6-yl)azetidin-3-ylamino)benzamide